N-(2-((2-(dimethylamino)ethyl)(methyl)amino)-5-((4-(7-methoxy-1H-indol-3-yl)-7H-pyrrolo[2,3-d]pyrimidin-2-yl)amino)phenyl)propionamide CN(CCN(C1=C(C=C(C=C1)NC=1N=C(C2=C(N1)NC=C2)C2=CNC1=C(C=CC=C21)OC)NC(CC)=O)C)C